2,6,7-trimethyldecane CC(C)CCCC(C(CCC)C)C